5-isopropyl-2-isothiocyanato-4-(trifluoromethyl)pyridine C(C)(C)C=1C(=CC(=NC1)N=C=S)C(F)(F)F